C1(C(C(C(C(C1[2H])([2H])[2H])([2H])[2H])([2H])[2H])([2H])[2H])([2H])C1=C(C(=NN=N1)C1=C(C=CC=C1)C1=C(C=CC=2[Se]C3=C(C21)C=CC=C3)C3=C(C=CC=C3)C3=CC=CC=C3)C3(C(C(C(C(C3[2H])([2H])[2H])([2H])[2H])([2H])[2H])([2H])[2H])[2H] [(diphenyl-d10)triazinyl][(biphenylyl)dibenzoselenophenyl]benzene